O[C@H]1C2CCC(C1)N2CC(=O)C2=C(N(C(=C2)CC2COC2)C2=CC=C(C#N)C=C2)C (±)-4-(3-(2-((2R)-2-hydroxy-7-azabicyclo[2.2.1]heptan-7-yl)acetyl)-2-methyl-5-(oxetan-3-ylmethyl)-1H-pyrrol-1-yl)benzonitrile